3,3-dimethyl-6-(pyrimidin-4-ylamino)-8-vinyl-2H-imidazo[1,5-a]pyridine-1,5-dione CC1(NC(C=2N1C(C(=CC2C=C)NC2=NC=NC=C2)=O)=O)C